dichlorohydroxyfluorenoic acid ClC1=C(C(=C(C=2CC3=CC=CC=C3C12)C(=O)O)O)Cl